7-fluoro-6-nitro-quinazolin-4-ol FC1=C(C=C2C(=NC=NC2=C1)O)[N+](=O)[O-]